1,2-dimethyl-N-(2-methyl-1-phenylpropan-2-yl)-1H-pyrrolo[2,3-b]pyridine-5-carboxamide CN1C(=CC=2C1=NC=C(C2)C(=O)NC(CC2=CC=CC=C2)(C)C)C